2-(2,5-dimethoxy-4-(methylsulfonyl)phenyl)ethan-1-amine COC1=C(C=C(C(=C1)S(=O)(=O)C)OC)CCN